COC1=CC=C(CN(S(=O)(=O)C=2C=C(CCOC3=NC=CC(=C3)C3=C(C(=CC(=C3)F)C(C)C)CC(=O)OC)C=CC2F)CC2=CC=C(C=C2)OC)C=C1 methyl 2-(2-(2-(3-(N,N-bis(4-methoxybenzyl)sulfamoyl)-4-fluoro-phenethoxy)pyridin-4-yl)-4-fluoro-6-isopropylphenyl)acetate